FC1=C(C=CC=C1)C=1C=C2C=3N(C4=NN=C(N4C3C=NC2=CC1)C)C1=CC=C(C=C1)C(C)(C#C)C 4-(2-fluorophenyl)-12-methyl-16-[4-(2-methylbut-3-yn-2-yl)phenyl]-8,11,13,14,16-pentaaza-tetracyclo[8.6.0.02,7.011,15]Hexadec-1(10),2,4,6,8,12,14-heptaene